(S)-3-((5-(3-acetamidophenyl)-3-cyanopyrazolo[1,5-a]pyrimidin-7-yl)amino)piperidine-1-carboxylic acid tert-butyl ester C(C)(C)(C)OC(=O)N1C[C@H](CCC1)NC1=CC(=NC=2N1N=CC2C#N)C2=CC(=CC=C2)NC(C)=O